2-(3-(dibenzo[b,d]thiophen-2-yl)-2-(mercaptomethyl)propanamido)benzoic acid C1=C(C=CC=2SC3=C(C21)C=CC=C3)CC(C(=O)NC3=C(C(=O)O)C=CC=C3)CS